2-(3-((S or R)-1-(((R)-(2-fluorophenyl)((R)-1,2,3,4-tetrahydropyrido[2,3-b]pyrazin-3-yl)methyl)amino)propan-2-yl)phenyl)-2-methylpropanoic acid FC1=C(C=CC=C1)[C@H]([C@H]1CNC2=C(N1)N=CC=C2)NC[C@@H](C)C=2C=C(C=CC2)C(C(=O)O)(C)C |o1:20|